C=1(C(=CC(=CC1)C(=O)OCCCC)C(=O)OCCCC)C(=O)OCCCC tributyl 1,2,4-benzenetricarboxylate